rac-2-chloro-5-((3aS,5R,7R,7aS)-1,3,3,5,7-pentamethyloctahydrobenzo[c]isoxazol-5-yl)benzonitrile ClC1=C(C#N)C=C(C=C1)[C@]1(C[C@H]2[C@@H](N(OC2(C)C)C)[C@@H](C1)C)C |r|